P(=O)(O)(O)O.SCCCCCCC1=C(C=CC=C1)N(C1=CC=CC=C1)C1=CC=CC=C1 6-mercaptohexyl-triphenylamine phosphate